ClC1=CC=C(C=C1)C1=C(C=CC=C1)CN1CC(C1)CC=1C=C2CN(C(C2=CC1)=O)C1C(NC(CC1)=O)=O 3-(5-((1-((4'-chloro-[1,1'-biphenyl]-2-yl)methyl)azetidin-3-yl)methyl)-1-oxoisoindolin-2-yl)piperidine-2,6-dione